9H-carbazol-1,3,4,5,6,7,8-d7 C1(=CC(=C(C=2C3=C(C(=C(C(=C3NC12)[2H])[2H])[2H])[2H])[2H])[2H])[2H]